NC=1N(C2=C3C(C=C(NC(C13)=O)C1=CC=NC=C1)=NC=N2)C2=C(C(=CC=C2C)OC)C 1-amino-2-(3-methoxy-2,6-dimethylphenyl)-7-(pyridin-4-yl)-2,8-dihydro-9H-2,3,5,8-tetraazabenzo[cd]azulen-9-one